CN1C=NC=2C1=C1C(=NC2)NC=C1C(=O)NC(C)C 1-methyl-N-(propan-2-yl)-1,6-dihydroimidazo[4,5-d]pyrrolo[2,3-b]pyridine-8-carboxamide